monoformaldehyde acetate C(C)(=O)O.C=O